tetramethyl-bis(2,2-dimethylhydrazino)disilane C[Si]([Si](NN(C)C)(NN(C)C)C)(C)C